(2R,3S,5R)-4-[[3-(4-fluoro-2-methoxy-phenyl)-5-methyl-5-(trifluoromethyl)tetrahydrofuran-2-carbonyl]amino]pyridine-2-carboxamide FC1=CC(=C(C=C1)[C@H]1[C@@H](O[C@](C1)(C(F)(F)F)C)C(=O)NC1=CC(=NC=C1)C(=O)N)OC